BrC1=CC=C(C=C1)/C=C/C(C(=O)[O-])(F)F (E)-4-(4'-bromophenyl)-2,2-difluoro-3-butenoate